tert-butyl 4-[7-({8-fluoro-2-methylimidazo[1,2-a]pyridin-6-yl}carbamoyl)-2-(oxetan-3-ylmethyl)indazol-4-yl]piperazine-1-carboxylate FC=1C=2N(C=C(C1)NC(=O)C1=CC=C(C3=CN(N=C13)CC1COC1)N1CCN(CC1)C(=O)OC(C)(C)C)C=C(N2)C